6-((1R,3s,5S,6r)-6-(3-Iodo-1-isopropyl-1H-pyrazol-5-yl)bicyclo[3.1.0]hexan-3-yl)-2-thia-6-azaspiro[3.4]octane 2,2-dioxide IC1=NN(C(=C1)C1[C@H]2CC(C[C@@H]12)N1CC2(CS(C2)(=O)=O)CC1)C(C)C